ClC1=CC=C(C=C1)CC(=O)N(C1=CC2=C(N=C(S2)N)C=C1)CCN1CCOCC1 2-(4-chloro-phenyl)-N-[2-(4-morpholinyl)ethyl]N-(2-aminobenzo[d]thiazol-6-yl)-acetamide